Thiosulfate gold [Au+3].S(=S)(=O)([O-])[O-].S(=S)(=O)([O-])[O-].S(=S)(=O)([O-])[O-].[Au+3]